7-((5S)-5-methylpiperidin-2-yl)spiro[benzo[b][1,4]oxazine-2,1'-cyclopropane]-3(4H)-one C[C@H]1CCC(NC1)C=1C=CC2=C(OC3(CC3)C(N2)=O)C1